C(C=C)(=O)N1[C@H](CN(CC1)C=1C2=C(N=C(N1)OC[C@H]1N(CCC1)C1CC1)CN(CC2)C2=C1C=NNC1=CC=C2C)CC#N 2-((S)-1-acryloyl-4-(2-(((S)-1-cyclopropylpyrrolidin-2-yl)methoxy)-7-(5-methyl-1H-indazol-4-yl)-5,6,7,8-tetrahydropyrido[3,4-d]pyrimidin-4-yl)piperazin-2-yl)acetonitrile